C(C)(C)(C)OC(=O)N1CCN(CC1)CCCC(=O)O 4-(4-(tert-butoxycarbonyl)piperazin-1-yl)butyric acid